4-(4-Cyclopropylphenoxy)-3-(2,6-dimethylpyridin-4-yl)aniline methyl-6-chloro-1-cyclopropyl-1H-pyrrolo[2,3-b]pyridine-4-carboxylate COC(=O)C=1C2=C(N=C(C1)Cl)N(C=C2)C2CC2.C2(CC2)C2=CC=C(OC1=C(C=C(N)C=C1)C1=CC(=NC(=C1)C)C)C=C2